CC(CN1N=CC(=C1)C=1C=CC=2N(N1)C(=CN2)C2=NC(=CC=C2)N[C@H]2CNC[C@@H]2C(F)(F)F)(C)O 2-methyl-1-(4-(3-(6-(((3R,4S)-4-(trifluoromethyl)pyrrolidin-3-yl)amino)pyridin-2-yl)imidazo[1,2-b]pyridazin-6-yl)-1H-pyrazol-1-yl)propan-2-ol